2-oxa-6,9-diazaspiro[4.5]decane C1OCCC12NCCNC2